tert-butyl N-[(3R,5S)-5-methylpiperidin-3-yl]carbamate C[C@H]1C[C@H](CNC1)NC(=O)OC(C)(C)C